(S)-N-((R)-1-(4-carbamimidoylthiophen-2-yl)ethyl)-7-((9,9-difluoro-7-methoxy-9H-fluorene-3-carbonyl)glycyl)-1,4-dioxa-7-azaspiro[4.4]nonane-8-carboxamide C(N)(=N)C=1C=C(SC1)[C@@H](C)NC(=O)[C@H]1N(CC2(OCCO2)C1)C(CNC(=O)C=1C=CC=2C(C3=CC(=CC=C3C2C1)OC)(F)F)=O